(3R)-4-amino-3-methyl-N-((3R,4R)-3-methyltetrahydro-2H-pyran-4-yl)-N-((5-(trifluoromethyl)-2-pyridinyl)methyl)-1,3-dihydrofuro[3,4-c]quinoline-8-carboxamide NC1=NC=2C=CC(=CC2C2=C1[C@H](OC2)C)C(=O)N(CC2=NC=C(C=C2)C(F)(F)F)[C@H]2[C@H](COCC2)C